7-(4-methoxybenzyl)-2,9-dimethyl-9-(trifluoromethyl)-8,9-dihydro-7H-imidazo[1,2-a]pyrrolo[3,2-C]pyridine COC1=CC=C(CN2CC(C=3C=4N(C=CC32)C=C(N4)C)(C(F)(F)F)C)C=C1